(2-(1-oxo-2-propyl-1,2-dihydroisoquinolin-7-yl)pyrimidin-5-yl)pentanamide O=C1N(C=CC2=CC=C(C=C12)C1=NC=C(C=N1)C(C(=O)N)CCC)CCC